4-(((6-chloronaphthalen-2-yl)methyl)thio)-1H-1,2,3-triazole-5-carboxylic acid 2,2,2-trifluoroacetate FC(C(=O)O)(F)F.ClC=1C=C2C=CC(=CC2=CC1)CSC=1N=NNC1C(=O)O